[Na].C(=O)CC(=O)OCC ethyl formylacetate sodium salt